1-(3-fluoro-4-(piperazin-1-yl)phenyl)-3-methylbutan-1-one FC=1C=C(C=CC1N1CCNCC1)C(CC(C)C)=O